(S)-5-methyl-N-[2-(4-nitrophenyl)-1-(2-phenylthiazol-4-yl)ethyl]-1,3,4-thiadiazol-2-amine CC1=NN=C(S1)N[C@@H](CC1=CC=C(C=C1)[N+](=O)[O-])C=1N=C(SC1)C1=CC=CC=C1